(2R)-2-(6-{5-chloro-2-[(3-fluorooxan-4-yl)amino]pyrimidin-4-yl}-1-oxo-2,3-dihydro-1H-isoindol-2-yl)-N-[(1S)-2-hydroxy-1-(3-methylphenyl)ethyl]propanamide ClC=1C(=NC(=NC1)NC1C(COCC1)F)C1=CC=C2CN(C(C2=C1)=O)[C@@H](C(=O)N[C@H](CO)C1=CC(=CC=C1)C)C